NCCOCCOCCC(=O)NC1=C(C(=O)NC2=NN(C(=C2)C(F)(F)F)C)C=CC=C1 2-(3-(2-(2-Aminoethoxy)ethoxy)propanamido)-N-(1-methyl-5-(trifluoromethyl)-1H-pyrazol-3-yl)benzamide